ClC=1C=C(C=C(C1C1=CNC=2N(C(C=CC21)=O)C(C)C)Cl)N2C(NC(C(=C2)C#N)=O)=O 1-(3,5-dichloro-4-(7-isopropyl-6-oxo-6,7-dihydro-1H-pyrrolo[2,3-b]pyridin-3-yl)phenyl)-2,4-dioxo-1,2,3,4-tetrahydropyrimidine-5-carbonitrile